NCC1=CC2=C(N=C(S2)/C=C/C#CC=2C=CC(=NC2)NC)C=C1 (E)-5-(4-(6-(aminomethyl)benzo[d]thiazol-2-yl)but-3-en-1-ynyl)-N-methylpyridin-2-amine